FC1=C(C(=O)N)C=CC(=C1)CCC 2-fluoro-4-propylbenzamide